(S)-2-acetamido-N-((S)-6-guanidino-1-((1,1,1,3,3,3-hexafluoropropan-2-yl)oxy)-2-oxohexan-3-yl)-3-methylbutanamide C(C)(=O)N[C@H](C(=O)N[C@H](C(COC(C(F)(F)F)C(F)(F)F)=O)CCCNC(=N)N)C(C)C